FC(=C(OC(C(OC(C(C#N)(F)F)(F)F)(C(F)(F)F)F)(F)F)F)F perfluoro-8-cyano-5-methyl-3,6-dioxa-1-octene